N-(6-(4-cyanophenyl)thiazolo[4,5-b]pyrazin-2-yl)-6-methylpyridine-3-carboxamide C(#N)C1=CC=C(C=C1)C=1N=C2C(=NC1)N=C(S2)NC(=O)C=2C=NC(=CC2)C